COC(=O)C=1[C@@H]2CC[C@H](C1)C2 (1R,4S)-bicyclo[2.2.1]heptane-2-ene-2-carboxylic acid methyl ester